N,N,N-Trimethylhydroxylammonium (S)-3-cyclopropyl-2-(2-((S)-1-(2,3-difluorobenzyl)-5-oxopyrrolidin-2-yl)acetamido)propanoate C1(CC1)C[C@@H](C(=O)[O-])NC(C[C@H]1N(C(CC1)=O)CC1=C(C(=CC=C1)F)F)=O.C[N+](C)(C)O